3-(8-Amino-6-pyrimidin-5-ylimidazo[1,2-a]pyridin-3-yl)-N-(trans-4-hydroxycyclohexyl)-4-methylbenzenesulfonamide NC=1C=2N(C=C(C1)C=1C=NC=NC1)C(=CN2)C=2C=C(C=CC2C)S(=O)(=O)N[C@@H]2CC[C@H](CC2)O